CC1=NC2=CC=CC(=C2C(N1C1C(NC(CC1)=O)=O)=O)NCCCCS(=O)(=O)N1CCN(CC1)C1COC1 3-(2-methyl-5-((4-((4-(oxetan-3-yl)piperazin-1-yl)sulfonyl)butyl)amino)-4-oxoquinazolin-3(4H)-yl)piperidine-2,6-dione